(6-chloro-5-formylpyridin-2-yl)thioacetate ClC1=C(C=CC(=N1)CC(=S)[O-])C=O